P(OCC(CCCC)CC)(OCC(CCCC)CC)([O-])=O Phosphoric acid, bis(2-ethylhexyl) ester